(3S)-N-[4-methyl-3-[7-methyl-2-(methylamino)pyrido[2,3-d]pyrimidin-6-yl]phenyl]-3-[(trifluoromethyl)sulfanyl]pyrrolidine-1-carboxamide CC1=C(C=C(C=C1)NC(=O)N1C[C@H](CC1)SC(F)(F)F)C1=CC2=C(N=C(N=C2)NC)N=C1C